5-fluoro-8-(4-fluorophenyl)-9-(2,4-imidazolindione-3-yl)-8,9-dihydro-2H-pyrido[4,3,2-de]phthalazin-3(7H)-one FC=1C=C2C=3C(=NNC(C3C1)=O)C(C(N2)C2=CC=C(C=C2)F)N2C(NCC2=O)=O